CC1=C(C(=CC(=C1)C)C)N=C=O 2,4,6-trimethylphenyl isocyanate